NC=1C=2N(C3=CC(=C(C=C3N1)F)C(=O)N1[C@@H]3[C@H](O[C@@H](C1)C)CC=1C=C(C(=CC13)F)C(F)(F)F)C=NC2 (4-amino-7-fluoroimidazo[1,5-a]quinoxalin-8-yl)((2R,4aS,9aR)-6-fluoro-2-methyl-7-(trifluoromethyl)-2,3,9,9a-tetrahydroindeno[2,1-b][1,4]oxazin-4(4aH)-yl)methanone